3-oxo-4H-pyrido[4,3-b][1,4]oxazine-8-carbonitrile O=C1NC2=C(OC1)C(=CN=C2)C#N